FC(C(O)C=1C(NN=CC1)=O)(F)F 4-(2,2,2-trifluoro-1-hydroxyethyl)pyridazin-3(2H)-one